C(C)(=O)OC1C(OCCC1)C 2-methyloxan-3-yl acetate